C[C@@H]1CN(C[C@@H](O1)C)C(=O)C=1C2=C(N(N1)CC(=O)N1CCC(CC1)OC1=C(C(=C(C=C1)F)F)F)CCC2 2-{3-[(2R,6S)-2,6-dimethylmorpholine-4-carbonyl]-5,6-dihydrocyclopenta[c]pyrazol-1(4H)-yl}-1-[4-(2,3,4-trifluorophenoxy)piperidin-1-yl]ethan-1-one